CN1C(=C(C(=C1C(C(N[C@H](C(F)(F)F)C)=O)=O)C)C(=O)O)C (S)-1,2,4-trimethyl-5-(2-oxo-2-((1,1,1-trifluoroprop-2-yl)amino)acetyl)-1H-pyrrole-3-carboxylic acid